OC1CCC[C@H](N1C(=O)OC(C)(C)C)C(=O)OC 1-(tert-butyl) 2-methyl (2S)-6-hydroxypiperidine-1,2-dicarboxylate